tert-Butyl 4-methyl-2-(4-(methylsulfinyl)phenyl)piperidine-1-carboxylate CC1CC(N(CC1)C(=O)OC(C)(C)C)C1=CC=C(C=C1)S(=O)C